(2S,3R,4R,5S)-1-(2-fluorophenethyl)-2-(hydroxymethyl)piperidine-3,4,5-triyl tribenzoate C(C1=CC=CC=C1)(=O)O[C@@H]1[C@@H](N(C[C@@H]([C@H]1OC(C1=CC=CC=C1)=O)OC(C1=CC=CC=C1)=O)CCC1=C(C=CC=C1)F)CO